N-(3-chloro-4-(4-((2R,3S)-3-hydroxypyrrolidine-2-carbonyl)piperazine-1-carbonyl)phenyl)-5-(4-(cyanomethoxy)-2,3-difluorophenyl)-1-methyl-1H-imidazole-2-carboxamide formate C(=O)O.ClC=1C=C(C=CC1C(=O)N1CCN(CC1)C(=O)[C@@H]1NCC[C@@H]1O)NC(=O)C=1N(C(=CN1)C1=C(C(=C(C=C1)OCC#N)F)F)C